magnesium sulfanilic acid S(=O)(C1=CC=C(C=C1)N)(=O)O.[Mg]